[NH4+].N[C@@H](C(=O)O)CCPC |r| (2RS)-2-amino-4-(methylphosphino)butanoic acid ammonium